CC1=C2N(CCN(C2=CC=C1)C(=O)OC(C)(C)C)S(=O)(=O)C1=C(C=C(C=C1)N1C=NC(=C1)C)C tert-butyl 5-methyl-4-[2-methyl-4-(4-methylimidazol-1-yl)phenyl]sulfonyl-2,3-dihydroquinoxaline-1-carboxylate